N-(3-chloropropionyl)-L-phenylalanine ClCCC(=O)N[C@@H](CC1=CC=CC=C1)C(=O)O